N-[[6-(3,3-dimethylbutyl)-6-azaspiro[2.5]octan-2-yl]methyl]-6-(2-naphthyl)pyridazin-3-amine CC(CCN1CCC2(C(C2)CNC=2N=NC(=CC2)C2=CC3=CC=CC=C3C=C2)CC1)(C)C